[O-]O.C(C)(C)C1=CC=C(C=C1)C(C)C 1,4-Di-isopropylbenzene hydroperoxide